[2H]C(N1C=C(C2=NC=CC=C21)C=2C=NC(=CC2)OC)(C2CCC(CC2)(F)F)[2H] 1-[dideuterio-(4,4-difluorocyclohexyl)methyl]-3-(6-methoxy-3-pyridyl)pyrrolo[3,2-b]pyridin